1-(6-Oxo-5-(piperidin-4-yl)-1,6-dihydropyridin-2-yl)dihydropyrimidine-2,4(1H,3H)-dione Hydrochloride Cl.O=C1C(=CC=C(N1)N1C(NC(CC1)=O)=O)C1CCNCC1